COC1=CC=C(C(C2=CC=C(C=C2)OC)(C2=CC=CC=C2)OC[C@@H]2[C@H](C[C@@H](O2)N2C=NC=3C(=O)NC(NC(C(C)C)=O)=NC23)O)C=C1 5'-O-(4,4'-dimethoxytrityl)-N2-Isobutyryl-deoxyguanosine